BrC1=CC2=C(N(C(O2)=O)C(C(=O)OC)C)C(=C1)[N+](=O)[O-] methyl 2-(6-bromo-4-nitro-2-oxobenzo[d]oxazol-3(2H)-yl)propanoate